isopropyl phthalate (isopropyl phthalate) C(C)(C)C1=C(C(C(=O)O)=CC=C1)C(=O)O.C(C=1C(C(=O)O)=CC=CC1)(=O)OC(C)C